BrC=1C(=C(C=CC1)NC1=NC=NC2=CC3=C(C=C12)O[C@H](CO3)CN3CCCC3)F (S)-N-(3-bromo-2-fluorophenyl)-7-(pyrrolidin-1-ylmethyl)-7,8-dihydro-[1,4]dioxino[2,3-g]quinazolin-4-amine